1-((1-(6-(2-((1-(cyclopropylsulfonyl)piperidin-4-yl)amino)-5-fluoropyrimidin-4-yl)-8-fluoroquinolin-4-yl)ethyl)amino)propan-2-ol C1(CC1)S(=O)(=O)N1CCC(CC1)NC1=NC=C(C(=N1)C=1C=C2C(=CC=NC2=C(C1)F)C(C)NCC(C)O)F